CN1C2CC(CC1CC2)NC(=O)C=2SC=C(N2)C2=CC1=C(C=CC=C1C=C2)NC(C=C)=O N-{8-methyl-8-azabicyclo[3.2.1]octan-3-yl}-4-[8-(prop-2-enamido)naphthalen-2-yl]-1,3-thiazole-2-carboxamide